6-fluoro-N-methyl-5-(4-oxopiperidin-1-yl)pyridine-2-carboxamide FC1=C(C=CC(=N1)C(=O)NC)N1CCC(CC1)=O